1-{4-{6-amino-9-[(2R,3R,4S,5R)-3,4-dihydroxy-5-(hydroxymethyl)tetrahydrofuran-2-yl]-9H-purin-2-yl}phenyl}-3-cyclopropylurea NC1=C2N=CN(C2=NC(=N1)C1=CC=C(C=C1)NC(=O)NC1CC1)[C@@H]1O[C@@H]([C@H]([C@H]1O)O)CO